methyl 2-chloro-3-(dibromomethyl)benzoate ClC1=C(C(=O)OC)C=CC=C1C(Br)Br